(6S)-N'-(tert-butyldimethylsilyl)-6-(methyl(2,2,2-trifluoroethyl)amino)-6,7-dihydro-5H-pyrazolo[5,1-b][1,3]oxazine-3-sulfonimidamide [Si](C)(C)(C(C)(C)C)N=S(=O)(N)C=1C=NN2C1OC[C@H](C2)N(CC(F)(F)F)C